4-(2H-benzotriazole-2-yl)-1,3-dihydroxybenzene N=1N(N=C2C1C=CC=C2)C2=C(C=C(C=C2)O)O